6-(1,1-dioxo-1,4-thiazinan-4-yl)pyridazin O=S1(CCN(CC1)C1=CC=CN=N1)=O